N-(2-(1-(3-Aminopropyl)piperidin-2-yl)ethyl)-2-(4-methoxyphenyl)quinolin-4-amine NCCCN1C(CCCC1)CCNC1=CC(=NC2=CC=CC=C12)C1=CC=C(C=C1)OC